3-benzoyl-1-((1-(hydroxymethyl)cyclopropyl)methyl)pyrimidine-2,4(1H,3H)-dione C(C1=CC=CC=C1)(=O)N1C(N(C=CC1=O)CC1(CC1)CO)=O